((4-(tert-butoxycarbonyl)piperazin-2-yl)methoxy)-5,6-dichloro-2-thiomorpholinonicotinic acid C(C)(C)(C)OC(=O)N1CC(NCC1)COC1=C(C(=NC(=C1C(=O)O)N1CCSCC1)Cl)Cl